C(N)(OC(C)(CC(C)(C)C)C1=CNC(C2=CN=C(C=C12)Cl)=O)=O (tert-butyl 2-(6-chloro-1-oxo-1,2-dihydro-2,7-naphthyridin-4-yl) propan-2-yl) carbamate